acetic acid (Z,E)-9,12-tetradecadien-yl ester C(CCCCCCC\C=C/C\C=C\C)OC(C)=O